(6aR,12bS)-(+)-3-ethyl-10,11-dihydroxy-5,6,6a,7,8,12b-hexa-hydrobenzo[a]phenanthridine C(C)C1=CC=2CN[C@@H]3CCC4=C([C@H]3C2C=C1)C=C(C(=C4)O)O